C(#N)C1=CC(=C(COC2=CC=CC(=N2)C2=CCC(CC2)CC2=NC=3C(=NC(=CC3)C(=O)OCC)N2C[C@H]2OCC2)C=C1)F ethyl 2-((4-(6-((4-cyano-2-fluorobenzyl) oxy) pyridin-2-yl) cyclohex-3-en-1-yl) methyl)-3-(((S)-oxetan-2-yl) methyl)-3H-imidazo[4,5-b]pyridine-5-carboxylate